4-(1-(2-Chlorophenyl)ethoxy)-N-((R,E)-4-(methylsulfonyl)but-3-en-2-yl)benzamide ClC1=C(C=CC=C1)C(C)OC1=CC=C(C(=O)N[C@H](C)\C=C\S(=O)(=O)C)C=C1